C(C)(=O)N1[C@H]([C@@H]([C@H](C2=CC(=CC=C12)C(=O)O)NC1=NC=CC(=C1)Cl)C)C1CC1 (2S,3R,4R)-1-acetyl-4-((4-chloropyridin-2-yl)amino)-2-cyclopropyl-3-methyl-1,2,3,4-tetrahydroquinoline-6-carboxylic acid